tertbutyl 3-[[4-methyl-3-[[3-(9-tetrahydropyran-2-ylpurin-6-yl)-2-pyridyl]amino]phenyl]carbamoyl]indole-1-carboxylate CC1=C(C=C(C=C1)NC(=O)C1=CN(C2=CC=CC=C12)C(=O)OC(C)(C)C)NC1=NC=CC=C1C1=C2N=CN(C2=NC=N1)C1OCCCC1